[Ir+3].FC1=C(C=CC(=C1)F)C1=NC=CC=C1.FC1=C(C=CC(=C1)F)C1=NC=CC=C1.FC1=C(C=CC(=C1)F)C1=NC=CC=C1 tris[2-(2,4-difluorophenyl)pyridine] iridium (III)